C(C=C)CCC(COCC(CCCC=C)O)O allyl-2-hydroxybutylether